C(=O)(O)CCCCCCCOC1=C(C=CC(=C1)N)C1=C(C=C(N)C=C1)OCCCCCCCC(=O)O 2,2'-bis(7-carboxyheptyloxy)-4,4'-benzidine